6-(4-chlorobenzyl)-9-ethyl-2-(pyridin-2-yl)-2,6,9-triazaspiro[4.5]decane-7,10-dione ClC1=CC=C(CN2C3(CCN(C3)C3=NC=CC=C3)C(N(CC2=O)CC)=O)C=C1